1-(3-ethoxy-4-methyl-1-phenyl-1H-pyrazol-5-yl)-3-((3S,4R)-1-(2-methoxypyridin-3-yl)-4-phenylpyrrolidin-3-yl)urea C(C)OC1=NN(C(=C1C)NC(=O)N[C@@H]1CN(C[C@H]1C1=CC=CC=C1)C=1C(=NC=CC1)OC)C1=CC=CC=C1